3,5-bis(trifluoromethyl)-1,2,4-triazole lithium salt [Li].FC(C1=NNC(=N1)C(F)(F)F)(F)F